BrC=1C=C2C(=NC1)C(N(C2(C)C)CC2=CC=C(C=C2)OC)=O 3-bromo-6-[(4-methoxyphenyl)methyl]-5,5-dimethylpyrrolo[3,4-b]pyridin-7-one